BrC=1C=C(C(=O)N(C)C)C=CC1C(C)O 3-bromo-4-(1-hydroxyethyl)-N,N-dimethylbenzamide